(4-(3-(2,6-dichlorophenyl)azetidin-1-yl)-3,5-dimethylbenzyl)-3-methylazetidin-3-ol formate salt C(=O)O.ClC1=C(C(=CC=C1)Cl)C1CN(C1)C1=C(C=C(CN2CC(C2)(O)C)C=C1C)C